2-((1H-indol-4-yl)oxy)-2-methylpropanoic acid methyl ester COC(C(C)(C)OC1=C2C=CNC2=CC=C1)=O